FC(C(=O)OCC)(C1=NC=CC(=C1)C1=CC=C(C=C1)S(=O)(=O)[C@@H]1CC[C@H](CC1)NC1=NC=C(C=C1)C(F)(F)F)F ethyl 2,2-difluoro-2-(4-(4-((trans-4-((5-(trifluoromethyl)pyridin-2-yl)amino)cyclohexyl)sulfonyl)phenyl)pyridin-2-yl)acetate